benzyl (3-(N-(tert-butyl)sulfamoyl)-4-(2-((1r,4r)-4-((isopropoxycarbonyl)amino)cyclohexyl)thiazol-5-yl)phenyl)carbamate C(C)(C)(C)NS(=O)(=O)C=1C=C(C=CC1C1=CN=C(S1)C1CCC(CC1)NC(=O)OC(C)C)NC(OCC1=CC=CC=C1)=O